FC(C(=O)O)(F)F.FC(C(=O)O)(F)F.N[C@H]1CN(CCC1)C=1C(=CC(=NC1)C1=CC2=CC=CC=C2C=C1)CC1=CN=C2N1C=CN=C2N (R)-3-((5-(3-aminopiperidin-1-yl)-2-(naphthalen-2-yl)pyridin-4-yl)methyl)imidazo[1,2-a]pyrazin-8-amine bis(2,2,2-trifluoroacetate)